6-bromo-8-fluoroimidazo[1,5-a]pyridine-3-carboxylic acid BrC=1C=C(C=2N(C1)C(=NC2)C(=O)O)F